4-Amino-N-(1-(4-fluoro-2-(trifluoromethyl)benzyl)-6-methylisoquinolin-5-yl)thieno[3,2-d]pyrimidine-7-carboxamide NC=1C2=C(N=CN1)C(=CS2)C(=O)NC2=C1C=CN=C(C1=CC=C2C)CC2=C(C=C(C=C2)F)C(F)(F)F